6-Chloro-3-[1-[6-fluoro-2-(5-fluoroisoindolin-2-yl)-4-oxo-chromen-8-yl]ethylamino]pyridine-2-carboxylic acid ClC1=CC=C(C(=N1)C(=O)O)NC(C)C=1C=C(C=C2C(C=C(OC12)N1CC2=CC=C(C=C2C1)F)=O)F